3-(3-methyl-3-azabicyclo[4.1.0]heptan-1-yl)-1H-pyrrolo[2,3-b]pyridine CN1CC2(CC2CC1)C1=CNC2=NC=CC=C21